CC(CC)N1CC(CC1=O)C(=O)NCC1=CC(=C(C=C1)F)Cl 1-butan-2-yl-N-[(3-chloro-4-fluorophenyl)methyl]-5-oxopyrrolidine-3-carboxamid